C(C)(C)C1=C(C(=CC(=C1)C1=CC2=CC=CC=C2C=C1)C(C)C)CC(=O)O 2-(2,6-diisopropyl-4-(naphthalen-2-yl)phenyl)acetic acid